COC(CCC(=O)NC1=C(C(=O)OC)C=CC=C1C)=O Methyl 2-(4-methoxy-4-oxobutanamido)-3-methylbenzoate